C12(CC(C1)C2)N2C(C(N(C=C2)CC=2N=NN(C2)C=2C=NC=CC2)=O)=O 1-(bicyclo[1.1.1]pentan-1-yl)-4-((1-(pyridin-3-yl)-1H-1,2,3-triazol-4-yl)methyl)-1,4-dihydropyrazine-2,3-dione